(S)-2-(4-ethyl-1,2,3-thiadiazole-5-carboxamido)-N1-(1-(2-(2-adamantylamino)-2-oxoethyl)-2-oxo-1,2-dihydropyridin-3-yl)-N6-methyl-5-oxohexanediamide C(C)C=1N=NSC1C(=O)N[C@H](C(=O)NC=1C(N(C=CC1)CC(=O)NC1C2CC3CC(CC1C3)C2)=O)CCC(C(=O)NC)=O